NC1=NC=2C=C(C=CC2C2=C1N=C(N2CC(C)(O)C)C(C)CCC)Br 1-(4-amino-7-bromo-2-(pentan-2-yl)-1H-imidazo[4,5-c]quinolin-1-yl)-2-methylpropan-2-ol